2-methyl-1,4-diisopropenylbenzene CC1=C(C=CC(=C1)C(=C)C)C(=C)C